5-(4-((8-Bromo-2-methyl-3-oxo-3,4-dihydroquinoxalin-6-yl)methyl)piperazin-1-yl)-6-fluoro-N-methylpyridine-2-carboxamide BrC=1C=C(C=C2NC(C(=NC12)C)=O)CN1CCN(CC1)C=1C=CC(=NC1F)C(=O)NC